aminohexadecanol NC(CCCCCCCCCCCCCCC)O